OC1=C(C=C(CC2=C(C=C(C=C2)NC(C)=O)O)C=C1)C(C)C 4-(4-hydroxy-3-isopropylbenzyl)-N-(3-hydroxyphenyl)acetamide